C(C)(C)(C)OC(=O)N1CC(CC1)(C)C1=C(C2=C(N=NC(=C2)C2=C(C=CC=C2)OCOC)N1COCC[Si](C)(C)C)Br.CC(C=O)CCCCCCCCC 2-methyl-1-undecanal tert-butyl-3-(5-bromo-3-(2-(methoxymethoxy)phenyl)-7-((2-(trimethylsilyl)ethoxy)methyl)-7H-pyrrolo[2,3-c]pyridazin-6-yl)-3-methylpyrrolidine-1-carboxylate